butyl 3-oxopiperidine-1-carboxylate O=C1CN(CCC1)C(=O)OCCCC